Cl.COC=1N=C2C(=CC=NC2=CC1OC)OC1=C(C=C(C=C1)NC(=O)C1=CN(C=C(C1=O)C1=CC=C(C=C1)OC)C)F N-[4-[(6,7-Dimethoxy-1,5-naphthyridin-4-yl)oxy]-3-fluorophenyl]-5-(4-methoxyphenyl)-1-methyl-4-oxopyridine-3-carboxamide hydrochloride